5-chloro-4-(5,5-dimethyl-5,6-dihydro-4H-pyrrolo[1,2-b]pyrazol-3-yl)pyridin ClC=1C(=CC=NC1)C1=C2N(N=C1)CC(C2)(C)C